4-(1-(2-(difluoromethyl)-2H-tetrazol-5-yl)-2,2-difluoro-1-(thiazol-2-yl)ethyl)piperazine-1-carboxylic acid tert-butyl ester C(C)(C)(C)OC(=O)N1CCN(CC1)C(C(F)F)(C=1SC=CN1)C=1N=NN(N1)C(F)F